N-[4-(5-chloro-1H-pyrrolo[3,2-b]pyridin-2-yl)pyridin-2-yl]-2-(4-fluorophenyl)acetamide ClC1=CC=C2C(=N1)C=C(N2)C2=CC(=NC=C2)NC(CC2=CC=C(C=C2)F)=O